N1N=C(C=C1)S(=O)(=O)N pyrazole-3-sulfonamide